3-(2,2-difluoropropoxy)-5-fluoro-1-oxido-pyridin-1-ium FC(COC=1C=[N+](C=C(C1)F)[O-])(C)F